6-(4-isopropyl-1,2,4-triazol-3-yl)pyridin-2-amine C(C)(C)N1C(=NN=C1)C1=CC=CC(=N1)N